C(C=C)(=O)OCCC=1C(=C(C(C(=O)[O-])=CC1)C(=O)[O-])CC(C)O acryloyloxyethyl-2-hydroxylpropylphthalate